C(=O)(O)CC1=C(C(=O)O)C=C(C=C1)[N+](=O)[O-] 2-(carboxymethyl)-5-nitro-benzoic acid